N1=C(C=CC2=CC=CC=C12)C1=C(C=CC=C1)S(=O)(=O)C1=C(C=CC=C1)C1=NC2=CC=CC=C2C=C1 quinolylphenyl sulfone